3-Methoxy-1-(4-((trimethylsilyl)ethynyl)benzyl)azetidine COC1CN(C1)CC1=CC=C(C=C1)C#C[Si](C)(C)C